N-((3R,4S)-4-((5-(3-azabicyclo[3.1.0]hexan-3-yl)-7-(2,6-dichloro-3,5-dimethoxyphenyl)-2,6-naphthyridin-3-yl)amino)tetrahydrofuran-3-yl)acrylamide C12CN(CC2C1)C1=C2C=C(N=CC2=CC(=N1)C1=C(C(=CC(=C1Cl)OC)OC)Cl)N[C@H]1[C@H](COC1)NC(C=C)=O